1-[3-fluoro-4-(1-methyl-1H-pyrazol-4-yl)phenyl]methylamine FC=1C=C(C=CC1C=1C=NN(C1)C)CN